1-(3-((1H-pyrrolo[2,3-b]pyridin-5-yl)oxy)phenyl)-3-(3-(trifluoromethyl)phenyl)urea N1C=CC=2C1=NC=C(C2)OC=2C=C(C=CC2)NC(=O)NC2=CC(=CC=C2)C(F)(F)F